O[C@H](C(=O)N1C[C@@H]2[C@H](C1)CC(C2)NC2=C1C(=NC=C2C=2SC3=C(N2)CCC3O)NC=C1)C (2S)-2-hydroxy-1-((3aR,5R,6aS)-5-((5-(6-hydroxy-5,6-dihydro-4H-cyclopenta[d]thiazol-2-yl)-1H-pyrrolo[2,3-b]pyridin-4-yl)amino)hexahydrocyclopenta[c]pyrrol-2(1H)-yl)propan-1-one